3-((3-fluoro-4-(5-(trifluoromethyl)-1,2,4-oxadiazol-3-yl)benzyl)amino)-4-(methylamino)cyclobut-3-ene-1,2-dione FC=1C=C(CNC=2C(C(C2NC)=O)=O)C=CC1C1=NOC(=N1)C(F)(F)F